ClC1=NC(=CC=C1C(=O)NS(=O)(=O)C=1C=NN(C1)CCCCC1CC(N(C1)C(=O)OC(C)(C)C)(C)C)N1N=C(C=C1)OCCC1(CC1)C(F)(F)F tert-Butyl 4-[4-[4-[[2-chloro-6-[3-[2-[1-(trifluoromethyl)cyclopropyl] ethoxy] pyrazol-1-yl]pyridine-3-carbonyl] sulfamoyl]pyrazol-1-yl]butyl]-2,2-dimethyl-pyrrolidine-1-carboxylate